3-(1-(2-cyanophenyl)piperidin-4-yl)-N-(imidazo[1,2-b]pyridazin-3-yl)propanamide C(#N)C1=C(C=CC=C1)N1CCC(CC1)CCC(=O)NC1=CN=C2N1N=CC=C2